7-iodo-2-(4-methoxybenzyl)-3,4-dihydro-2H-thieno[3,2-f][1,5,2]dithiazepine 1,1-dioxide IC1=CC=2SCCN(S(C2S1)(=O)=O)CC1=CC=C(C=C1)OC